3-((5-bromopyrimidin-4-yl)oxy)-2,2-dimethylpropionic acid methyl ester COC(C(COC1=NC=NC=C1Br)(C)C)=O